ε-ethyl-caprolactone C(C)C1CCCCC(=O)O1